C(C(C)(C)C)(=O)OOC(CCCCC)=O caproyl pivaloyl peroxide